2-Bromo-6-(2,2-difluorovinyl)phenol BrC1=C(C(=CC=C1)C=C(F)F)O